IC1=C(C(=C(C(=C1F)F)F)F)I 1,2-diiodo-3,4,5,6-tetrafluorobenzene